tert-butyl ((2R,3R)-1,3-bis(cyclohexylmethoxy)butan-2-yl)carbamate C1(CCCCC1)COC[C@H]([C@@H](C)OCC1CCCCC1)NC(OC(C)(C)C)=O